N1=C(C(=NC(=C1C#N)C#N)C#N)C#N 2,3,5,6-pyrazinetetracarbonitrile